ClC1=CC=C(C=C1)CC[C@@]12CCC[C@H]1[C@@H]1CC=C3C[C@H](CC[C@]3(C)[C@H]1CC2)O (4-chlorophenylmethyl)-androsta-5-en-3beta-ol